10-(Furan-3-yl)-2-methyl-3-(3-(1,2,3,4-tetrahydroisoquinoline-2-carbonyl)phenyl)-5,6-dihydro-2H-2,6-methanobenzo[g][1,3,5]oxadiazocin-4(3H)-one O1C=C(C=C1)C1=CC=CC=2C3NC(N(C(OC21)(C3)C)C3=CC(=CC=C3)C(=O)N3CC2=CC=CC=C2CC3)=O